2,6-dibromo-4-nonylstyrene acrylate C(C=C)(=O)O.BrC1=C(C=C)C(=CC(=C1)CCCCCCCCC)Br